FC(C=1C=C(OC2=C3C=NNC3=C(C=C2)S(=O)(=O)C(F)(F)F)C=CC1)(F)F 4-[3-(trifluoromethyl)phenoxy]-7-(trifluoromethylsulfonyl)-1H-indazole